O=C1NC(CCC1NC1=CC(=C(C=C1)N1CC(C1)C1CC(C1)C(=O)O)F)=O 3-[1-[4-[(2,6-dioxo-3-piperidyl)amino]-2-fluoro-phenyl]azetidin-3-yl]cyclobutanecarboxylic acid